(3aR,5s,6aS)-N-[6-(2,4-dimethylpyrazol-3-yl)pyridazin-3-yl]-2-(2-methylpentyl)-3,3a,4,5,6,6a-hexahydro-1H-cyclopenta[c]pyrrol-5-amine CN1N=CC(=C1C1=CC=C(N=N1)NC1C[C@@H]2[C@@H](CN(C2)CC(CCC)C)C1)C